1,8-dibromo-3-(methoxymethoxy)naphthalene methyl-2-(1-(4-((3-nitro-6-phenylpyridin-2-yl)amino)benzyl)piperidin-4-yl)acetate COC(CC1CCN(CC1)CC1=CC=C(C=C1)NC1=NC(=CC=C1[N+](=O)[O-])C1=CC=CC=C1)=O.BrC1=CC(=CC2=CC=CC(=C12)Br)OCOC